((1r,4S)-4-(cyanomethyl)-4-(trifluoromethyl)cyclohexyl)-4-(5-(5-fluoro-2-methoxypyridin-4-yl)-1H-pyrazole-3-carbonyl)-4-azaspiro[2.5]octane-7-carboxamide C(#N)CC1(CCC(CC1)C1CC12N(CCC(C2)C(=O)N)C(=O)C2=NNC(=C2)C2=CC(=NC=C2F)OC)C(F)(F)F